OC1=NC(=NC(=N1)N)N 2-hydroxy-4,6-diamino-s-triazine